((4-(tert-butoxycarbonyl)piperazin-1-yl)methyl)benzoic acid C(C)(C)(C)OC(=O)N1CCN(CC1)CC1=C(C(=O)O)C=CC=C1